(S)-7-Cyclobutoxy-2-methyl-N-(6-(3-methylpiperazin-1-yl)pyridazin-3-yl)imidazo[1,2-a]pyridine-6-carboxamide hydrochloride Cl.C1(CCC1)OC1=CC=2N(C=C1C(=O)NC=1N=NC(=CC1)N1C[C@@H](NCC1)C)C=C(N2)C